(S or R)-2-(2-fluoro-5-(2-(((S)-phenyl((R)-1,2,3,4-tetrahydro-1,5-naphthyridin-3-yl)methyl)amino)ethyl)phenyl)propanoic acid FC1=C(C=C(C=C1)CCN[C@@H]([C@H]1CNC2=CC=CN=C2C1)C1=CC=CC=C1)[C@@H](C(=O)O)C |o1:27|